2,2-difluoro-1-[rac-(5s,7s)-7-fluoro-5-phenyl-6,7-dihydro-5H-pyrrolo[1,2-b][1,2,4]triazol-2-yl]propan-1-ol FC(C(O)C=1N=C2N(N1)[C@@H](C[C@@H]2F)C2=CC=CC=C2)(C)F |r|